NC1=CC(=NC=N1)NC1=CC(=C2N(C1=O)C1(CCC(CC1)(F)F)NC2=O)Cl 6-[(6-aminopyrimidin-4-yl)amino]-8-chloro-4',4'-difluoro-spiro[2H-imidazo[1,5-a]pyridine-3,1'-cyclohexane]-1,5-dione